tert-butyl 4-[2-[4-[4-(1,1-dioxothiazinan-2-yl)-2-(6-methyl-7-oxo-1H-pyrrolo[2,3-c]pyridin-4-yl)phenoxy]phenyl]ethyl]piperidine-1-carboxylate O=S1(N(CCCC1)C1=CC(=C(OC2=CC=C(C=C2)CCC2CCN(CC2)C(=O)OC(C)(C)C)C=C1)C=1C2=C(C(N(C1)C)=O)NC=C2)=O